OC1=NC2=CC=CC=C2C(=C1)C 2-hydroxy-4-methylquinoline